COC1=NN(C=C1NC1=NC=C(C(=N1)C1=CNC2=C(C=CC=C12)NC(=O)[C@@H]1N(CCC1)[C@H]1CN(CC1)C)C)C (2R,3'R)-N-(3-(2-((3-methoxy-1-methyl-1H-pyrazol-4-yl)amino)-5-methylpyrimidin-4-yl)-1H-indol-7-yl)-1'-methyl-[1,3'-bipyrrolidine]-2-carboxamide